N-(4-((2-(2-oxabicyclo[2.1.1]hex-4-yl)-6-methylpyrimidin-4-yl)amino)-5-(5,5-difluoro-5,6-dihydro-4H-pyrrolo[1,2-b]pyrazol-2-yl)pyridin-2-yl)acetamide C12OCC(C1)(C2)C2=NC(=CC(=N2)NC2=CC(=NC=C2C=2C=C1N(N2)CC(C1)(F)F)NC(C)=O)C